P(=O)([O-])([O-])[O-].[Fe+2].[Li+].BrC1=CSC2=C1C=C(C=C2)C(C)(C)C 3-bromo-5-(t-butyl)benzothiophene Lithium-Iron Phosphate